NC=1N=NC(=CC1N1CC2CCC(C1)N2C2=CC(=NC=C2)CCCOCCO)C2=C(C=CC=C2)OCOC 2-[3-[4-(3-[3-amino-6-[2-(methoxymethoxy)phenyl]pyridazin-4-yl]-3,8-diazabicyclo[3.2.1]octan-8-yl)pyridin-2-yl]propoxy]ethan-1-ol